8-((3R,4R)-3-Ethyl-4-(4-fluoro-3-propylphenoxy)piperidin-1-yl)-5-methyl-6-oxo-5,6-dihydro-1,5-naphthyridin-2-carbonitril C(C)[C@@H]1CN(CC[C@H]1OC1=CC(=C(C=C1)F)CCC)C1=CC(N(C=2C=CC(=NC12)C#N)C)=O